BrC=1C=C2C(=NC1OC)SCC2 5-bromo-6-methoxy-2,3-dihydrothieno[2,3-b]pyridine